glycidyl-1,4-butanediol C(C1CO1)C(CCCO)O